N-((3R,4S)-4-((6-(2,6-difluoro-3,5-dimethoxyphenyl)-8-(1-methyl-1H-pyrazol-4-yl)pyrido[3,4-d]pyrimidin-2-yl)amino)tetrahydrofuran-3-yl)acrylamide FC1=C(C(=C(C=C1OC)OC)F)C1=CC2=C(N=C(N=C2)N[C@H]2[C@H](COC2)NC(C=C)=O)C(=N1)C=1C=NN(C1)C